8-(6-tert-butylpyridin-3-yl)-3-(fluoromethyl)-6-oxo-2H,3H,4H,6H-pyrimido[2,1-b][1,3]thiazine-7-carbonitrile C(C)(C)(C)C1=CC=C(C=N1)C=1N=C2SCC(CN2C(C1C#N)=O)CF